(R)-N-((R)-1'-(6-chloropyrido[2,3-b]pyrazin-2-yl)-3H-spiro[benzofuran-2,4'-piperidin]-3-yl)-2-methylpropane-2-sulfinamide ClC=1C=CC=2C(=NC=C(N2)N2CCC3(CC2)OC2=C([C@H]3N[S@](=O)C(C)(C)C)C=CC=C2)N1